CS(=O)(=O)C=1N=C(C2=C(N1)CCC2)N2C[C@H]1C([C@@H](C2)C1)CC(=O)OCC ethyl 2-((1R,5S)-3-(2-(methylsulfonyl)-6,7-dihydro-5H-cyclopenta[d]pyrimidin-4-yl)-3-azabicyclo[3.1.1]heptan-6-yl)acetate